CS(=O)(=O)CC1CN(C1)C=1C=CC(=C2C=C(N=CC12)NC1=NC(=NC=C1)N1C[C@@H]([C@@H](CC1)O)C)C(C)C (3S,4R)-1-[4-({8-[3-(methanesulfonylmeth-yl)azetidin-1-yl]-5-(propan-2-yl)isoquinolin-3-yl}amino)pyrimidin-2-yl]-3-methylpiperidin-4-ol